ClC1=C(C=CC(=C1)Cl)NC(CN1N=CN=C1)=S N-(2,4-dichlorophenyl)-2-(1H-1,2,4-triazol-1-yl)thioacetamidate